O=C1NC(CCC1NC1=CC(=C(C(=C1)OC)C1CCN(CC1)C(=O)OC(C)(C)C)F)=O tert-butyl 4-[4-[(2,6-dioxo-3-piperidyl)amino]-2-fluoro-6-methoxy-phenyl]piperidine-1-carboxylate